C(C)(C)(C)OC(=O)N1[C@@]2(C[C@@H]2CC1)C(=O)O (1R,5S)-2-(tert-butoxycarbonyl)-2-azabicyclo[3.1.0]hexane-1-carboxylic acid